COC1=CC=C(C(=O)NC=2C=C(C=C3C(NC4=CC=C(C=C34)B(O)O)=O)C=CC2)C=C1 (3-(3-(4-methoxybenzamido)benzylidene)-2-oxoindolin-5-yl)boronic acid